2-phenylthioglycolate C1(=CC=CC=C1)C(C(=O)[O-])S